NC1=C(C(N(C2=CC(=CC=C12)C1CC1)C=1C=NC(=CC1)N)=O)C(=O)OC methyl 4-amino-1-(6-aminopyridin-3-yl)-7-cyclopropyl-2-oxo-1,2-dihydroquinoline-3-carboxylate